C(C1=CC=CC=C1)/N=C/C1=C(C=C(C=C1)C)C (E)-N-benzyl-1-(2,4-dimethylphenyl)methanimine